6-(4-(2-(7,8-dimethyl-[1,2,4]triazolo[1,5-a]pyridin-6-yl)-3-isopropyl-4-methyl-1H-pyrrolo[2,3-c]pyridin-5-yl)cyclohexyl)-2-oxa-6-azaspiro[3.3]heptane CC1=C(C=2N(C=C1C1=C(C=3C(=CN=C(C3C)C3CCC(CC3)N3CC4(COC4)C3)N1)C(C)C)N=CN2)C